2-((2R,5S)-2-(2-(2-(dimethylamino)ethyl)benzo[d]thiazol-5-yl)-5-methylpiperidin-1-yl)-N-(3-methylimidazo[1,2-a]pyridin-7-yl)-2-oxoacetamide CN(CCC=1SC2=C(N1)C=C(C=C2)[C@@H]2N(C[C@H](CC2)C)C(C(=O)NC2=CC=1N(C=C2)C(=CN1)C)=O)C